5-Amino-3-(5-(4-bromo-1-methyl-1H-1,2,3-triazol-5-yl)-5-hydroxyoctahydropentalen-2-yl)-N-(3-chloro-4-fluorophenyl)-1-methyl-1H-pyrazole-4-carboxamide NC1=C(C(=NN1C)C1CC2CC(CC2C1)(O)C1=C(N=NN1C)Br)C(=O)NC1=CC(=C(C=C1)F)Cl